butylanilinium C(CCC)[NH2+]C1=CC=CC=C1